CN(C(C1=C(C=C(C=C1)C1=CNC2=NC=C(N=C21)C2=CC(=C1CCN(CC1=C2)CCC(N[C@H]2COCC2)=O)C)C)=O)C (R)-N,N,2-trimethyl-4-(2-(5-methyl-2-(3-oxo-3-(tetrahydrofuran-3-ylamino)propyl)-1,2,3,4-tetrahydroisoquinolin-7-yl)-5H-pyrrolo[2,3-b]pyrazin-7-yl)benzamide